3-amino-5-isopropylthio-1-(4-vinylbenzyl)-1H-1,2,4-triazole NC1=NN(C(=N1)SC(C)C)CC1=CC=C(C=C1)C=C